CCCNCCC[Si](OCC)(OCC)OCC (3-propylamino)propyl-triethoxysilane